CC1=NNC(=C1C)N 3,4-dimethyl-1H-pyrazol-5-amine